CC=1C=C(C=NC1)C(=O)N1CC2=C(NC=3C=CC(=CC23)C2=CC=CC=C2)CC1 (5-methylpyridin-3-yl)(8-phenyl-1,3,4,5-tetrahydro-2H-pyrido[4,3-b]indol-2-yl)methanone